C(=O)(O)[C@H](CC(=O)C1=CC2=C(S1)C=C(C(=C2)OC)OCCCOC=2C=C1CN(CC1=CC2OC)C(C[C@@H](C(=O)O)C)=O)C (S)-4-(5-(3-((2-((S)-3-carboxybutanoyl)-5-methoxybenzo[b]thiophen-6-yl)oxy)propoxy)-6-methoxyisoindolin-2-yl)-2-methyl-4-oxobutanoic acid